F[C@H]1[C@@H]2COCCN([C@H]12)C1=NC(=NC=2C1=C(CN(C2F)Cl)Cl)Cl (1S,7S,8S)-8-Fluoro-2-(2,5,7-trichloro-8-fluoropyrido[4,3]pyrimidin-4-yl)-5-oxa-2-azabicyclo[5.1.0]octane